COC=1C=C2C(=C(C=NC2=CC1OC)S(=O)(=O)C1=CC=C(C=C1)OC)N1CCN(CC1)CCCN(CC)CC 3-(4-(6,7-dimethoxy-3-((4-methoxyphenyl)sulfonyl)quinolin-4-yl)piperazin-1-yl)-N,N-diethylpropan-1-amine